C(C)C(CC(C)O)C 4-ethyl-2-pentanol